2-methoxy-1-nitro-4-(3,3,3-trifluoropropylsulfonyl)benzene COC1=C(C=CC(=C1)S(=O)(=O)CCC(F)(F)F)[N+](=O)[O-]